((2-Fluoro-6-(methoxymethoxy)-8-(4,4,5,5-tetramethyl-1,3,2-dioxaborolan-2-yl)naphthalen-1-yl-3-d)ethynyl)triisopropylsilane FC1=C(C2=C(C=C(C=C2C=C1[2H])OCOC)B1OC(C(O1)(C)C)(C)C)C#C[Si](C(C)C)(C(C)C)C(C)C